CC1=NOC(=C1NC(=O)O[C@@H](C)C1=CC=CC=C1)C1=CC=C(C=N1)NC(=O)C1CCCCC1 (1S,2S)-2-((6-(3-Methyl-4-((((R)-1-phenylethoxy)carbonyl)amino)isoxazol-5-yl)pyridin-3-yl)carbamoyl)cyclohexan